(1S,2R,3S)-N-(7-chloro-6-(cis-4-(3-fluoroazetidin-1-yl)cyclohexyl)isoquinolin-3-yl)-2-ethyl-3-(1-methyl-1H-pyrazol-4-yl)cyclopropane-1-carboxamide ClC1=C(C=C2C=C(N=CC2=C1)NC(=O)[C@H]1[C@@H]([C@@H]1C=1C=NN(C1)C)CC)[C@@H]1CC[C@@H](CC1)N1CC(C1)F